3-(3,4-Difluorophenyl)-N-((6-(piperazin-1-yl)pyridin-2-yl)methyl)-1H-pyrrolo[2,3-b]pyridin-4-amine FC=1C=C(C=CC1F)C1=CNC=2N=CC=C(C21)NCC2=NC(=CC=C2)N2CCNCC2